COC1=CC=C(CN2C(N(CCC2=O)C2=C(C=C(C=C2)N2CCN(CC2)C(=O)OC(C)(C)C)C)=O)C=C1 tert-butyl 4-(4-(3-(4-methoxybenzyl)-2,4-dioxotetrahydropyrimidin-1(2H)-yl)-3-methylphenyl)piperazine-1-carboxylate